N,N'-(5-amino-3-iminopyridine-2,6(1H,3H)-diylidene)bis{2-[2-(1H-imidazol-1-yl)ethoxy]-6,7-dimethylpyrazolo[1,5-a]pyridin-3-amine} NC1=CC(C(NC1=NC=1C(=NN2C1C=CC(=C2C)C)OCCN2C=NC=C2)=NC=2C(=NN1C2C=CC(=C1C)C)OCCN1C=NC=C1)=N